2,5-dimethyl-2,4-dihydro-3H-1,2,4-triazol-3-one CN1N=C(NC1=O)C